C[C@]12OC(C[C@@H]1[C@]1(CC(CC(C1CC2)(C)C)B2OC(C(O2)(C)C)(C)C)C)=O (3aR,9aS,9bR)-3a,6,6,9a-tetramethyl-8-(4,4,5,5-tetramethyl-1,3,2-dioxaborolan-2-yl)decahydronaphtho[2,1-b]furan-2(1H)-one